(6-Fluoro-[1,2,4]triazolo[4,3-a]pyridin-3-yl)(4-(2-(trifluoromethyl)phenyl)piperidin-1-yl)methanone FC=1C=CC=2N(C1)C(=NN2)C(=O)N2CCC(CC2)C2=C(C=CC=C2)C(F)(F)F